N-[(3R,4S)-1-(2,2-difluorocyclopropanecarbonyl)-4-fluoropyrrolidin-3-yl]pyridine-3-carboxamide FC1(C(C1)C(=O)N1C[C@H]([C@H](C1)F)NC(=O)C=1C=NC=CC1)F